7-(5-methyl-6-(4-methylpiperazin-1-yl)pyridin-3-yl)-4-phenyl-3,4-dihydro-1H-benzo[4,5]imidazo[2,1-c][1,4]oxazine CC=1C=C(C=NC1N1CCN(CC1)C)C1=CC2=C(N=C3COCC(N32)C3=CC=CC=C3)C=C1